1,2-dimethylpropyl chloroformate ClC(=O)OC(C(C)C)C